ClC=1C=C(C=C(C1)NS(=O)(=O)CC)NC(=O)C1=CN(C(=C1)C1=NC=C(C=C1F)F)C N-(3-chloro-5-(ethylsulfonamido)phenyl)-5-(3,5-difluoropyridin-2-yl)-1-methyl-1H-pyrrole-3-carboxamide